4-(4-((3-ethyl-2,4-dioxo-1,2,3,4-tetrahydroquinazolin-7-yl)methyl)piperazin-1-yl)-N-methylbenzamide C(C)N1C(NC2=CC(=CC=C2C1=O)CN1CCN(CC1)C1=CC=C(C(=O)NC)C=C1)=O